[Pt].[Sn] tin platinum